C1=CC=C2C(=C1)C(=CN2)CCCC(=O)N[C@@H](CCC(=O)N)C(=O)O The molecule is an N(2)-acyl-L-glutamine that has 4-(1H-indol-3-yl)butanoyl as the acyl group. It is a member of indoles, a N(2)-acyl-L-glutamine, a primary carboxamide and a secondary carboxamide. It derives from an indole-3-butyric acid. It is a conjugate acid of a N(2)-[4-(indol-3-yl)butanoyl]-L-glutaminate.